(2R,4R)-6-chloro-4-hydroxy-N-(3-{1-[6-(trifluoromethyl)pyridin-3-yl]-1H-pyrazol-4-yl}bicyclo[1.1.1]pentan-1-yl)-3,4-dihydro-2H-1-benzopyran-2-carboxamide ClC=1C=CC2=C([C@@H](C[C@@H](O2)C(=O)NC23CC(C2)(C3)C=3C=NN(C3)C=3C=NC(=CC3)C(F)(F)F)O)C1